7-fluoro-N-(thiazol-4-ylmethyl)-9H-pyrido[3,4-b]indole-1-carboxamide FC1=CC=C2C3=C(NC2=C1)C(=NC=C3)C(=O)NCC=3N=CSC3